Cl.ClC1=CC(=NC(=C1)OCC1=C(C(=CC=C1)F)F)N 4-Chloro-6-((2,3-difluorobenzyl)oxy)pyridin-2-amine hydrochloride